(S)-2-(3-(1-(4-methyl-4H-1,2,4-triazol-3-yl)-2-(oxetan-3-yl)ethyl)phenyl)-6-(((1-methylcyclobutyl)amino)methyl)-4-(trifluoromethyl)isoindolin-1-one CN1C(=NN=C1)[C@@H](CC1COC1)C=1C=C(C=CC1)N1C(C2=CC(=CC(=C2C1)C(F)(F)F)CNC1(CCC1)C)=O